NCCC=1C=C2CN(CC2=CC1)C(=O)C1=C(C=C(C(=C1)C(C)C)OCC1=CC=CC=C1)OCC1=CC=CC=C1 [5-(2-aminoethyl)isoindolin-2-yl][2,4-bis(benzyloxy)-5-isopropylphenyl]methanone